O=C1NC(CCC1N1C(C2=CC=C(C=C2C1)C1=CC(=C2C(=N1)N(C=C2)CC(=O)N(C)C)CN2CCCC2)=O)=O 2-(6-(2-(2,6-dioxopiperidin-3-yl)-1-oxoisoindolin-5-yl)-4-(pyrrolidin-1-ylmethyl)-1H-pyrrolo[2,3-b]pyridin-1-yl)-N,N-dimethylacetamide